N-benzyl-4-(4-vinyl-phenyl)phthalazine-1-amine C(C1=CC=CC=C1)NC1=NN=C(C2=CC=CC=C12)C1=CC=C(C=C1)C=C